FC(C(=O)O)(F)F.N1CC(C1)CC(=O)N1CC2=NC(=CC(=C2C1)C)C 2-(azetidin-3-yl)-1-(2,4-dimethyl-5,7-dihydro-6H-pyrrolo[3,4-b]pyridin-6-yl)ethanone, trifluoroacetate salt